3-Aminopropylpentamethyldisiloxane NCCC[Si](O[Si](C)(C)C)(C)C